FC=1C(=CC(=C(C(=O)NC2=C(C(=CC=C2)C(F)(F)F)C)C1)O[C@H](C(F)(F)F)C)N1N=C2N(CCCC2)C1=O 5-fluoro-N-[2-methyl-3-(trifluoromethyl)phenyl]-4-(3-oxo-5,6,7,8-tetrahydro[1,2,4]triazolo[4,3-a]pyridin-2(3H)-yl)-2-{[(2S)-1,1,1-trifluoropropan-2-yl]oxy}benzamide